1,3,2-oxazaborole O1B=NC=C1